(S)-tert-butyl 3-aminopiperidine-1-carboxylate N[C@@H]1CN(CCC1)C(=O)OC(C)(C)C